1-(5-(6-fluoropyridin-2-yl)-2,3-dihydro-1H-indene-2-carbonyl)indoline-6-sulfonamide FC1=CC=CC(=N1)C=1C=C2CC(CC2=CC1)C(=O)N1CCC2=CC=C(C=C12)S(=O)(=O)N